C1(=CC=C(C=C1)N(C1=CC=C(C=C1)C1=CC=CC=2C=CC3=CC=CC=C3C12)C1=CC=2C(C3=CC=CC=C3C2C=C1)(C)C)C1=CC=CC=C1 biphenyl-4-yl-(9,9-dimethyl-9H-fluoren-2-yl)(4-phenanthren-4-ylphenyl)amine